NC1CCN(CC1)C1=NC(=C2N=CN(C2=N1)C(C)C)NCC1=C(C=CC=C1)N1C=C(C=C1)C(=C)C 2-(4-aminopiperidin-1-yl)-9-isopropyl-N-({2-[3-(prop-1-en-2-yl)pyrrol-1-yl]phenyl}methyl)purin-6-amine